O=C1OC2(CCN(CC2)C(=O)OC(C)(C)C)C2=C(N1)C=CC=C2 tert-butyl 2-oxo-1,2-dihydrospiro[benzo[d][1,3]oxazine-4,4'-piperidine]-1'-carboxylate